2-AMINO-4-NITROPHENOL NC1=C(C=CC(=C1)[N+](=O)[O-])O